[Si](C)(C)(C(C)(C)C)O[C@]1(CN(CCOC1)C=1C2=C(N=C(N1)Cl)C(=C(N=C2)Cl)F)C (6S)-6-[(tert-butyldimethylsilyl)oxy]-4-{2,7-dichloro-8-fluoropyrido[4,3-d]pyrimidin-4-yl}-6-methyl-1,4-oxazepane